3,4,5-trihydroxy-6-methyloxan OC1COC(C(C1O)O)C